1-cyano-N-(5-(4-methylpiperazin-1-yl)thiazol-2-yl)pyrrolidine-3-carboxamide C(#N)N1CC(CC1)C(=O)NC=1SC(=CN1)N1CCN(CC1)C